NCC=1C=C(C=CC1)C=1C=C2C(=CN(C2=CC1)C(=O)OC(C)(C)C)COC1=C(C=CC=C1)CC(=O)OCC tert-butyl 5-(3-(aminomethyl)phenyl)-3-((2-(2-ethoxy-2-oxoethyl)phenoxy)methyl)-1H-indole-1-carboxylate